FC=1C=C(CC=2C=C3C(=NNC3=CC2)\C=C\C2=C(C=CC=C2)F)C=C(C1)F (E)-5-(3,5-difluorobenzyl)-3-(2-fluorophenylvinyl)-1H-indazole